FC1=CC=C(C(=C1[C@@H]([C@@H](C=1OC(NN1)=O)NS(=O)(=O)N1CCC(CC1)COC)C)C)C N-((1S,2S)-2-(6-fluoro-2,3-dimethylphenyl)-1-(5-oxo-4,5-dihydro-1,3,4-oxadiazol-2-yl)propyl)-4-(methoxymeth-yl)piperidine-1-sulfonamide